N''-[(dimethylamino)(methylimino)methyl]-N,N,N',N'-tetramethyl-guanidine CN(C)C(N=C(N(C)C)N(C)C)=NC